OC[C@H]1O[C@H]([C@@H]([C@H]([C@@H]1O)O)O)C1=CC(=C(C=C1)OC)CC=1C=C2CCCNC2=CC1 (2R,3S,4R,5R,6S)-2-Hydroxymethyl-6-[4-methoxy-3-(1,2,3,4-tetrahydro-quinolin-6-ylmethyl)-phenyl]-tetrahydro-pyran-3,4,5-triol